1-((S)-1-(cis-5-(2-bromo-5-cyanophenyl)-2-oxo-1-oxa-3,4-diazaspiro[5.5]undec-4-en-9-yl)propan-2-yl)-3-cyclopropylurea BrC1=C(C=C(C=C1)C#N)C1=NNC(OC12CCC(CC2)C[C@H](C)NC(=O)NC2CC2)=O